FC(=C1OCCCCO1)F 2-(difluoromethylene)-1,3-dioxepane